(1S,3R,4S,5R)-3-((5-fluoro-4-(4-fluoro-1-isopropyl-2-((S)-tetrahydrofuran-3-yl)-1H-benzo[d]imidazol-6-yl)pyrimidin-2-yl)amino)-6,8-dioxabicyclo[3.2.1]octan-4-ol FC=1C(=NC(=NC1)N[C@@H]1C[C@H]2CO[C@@H]([C@H]1O)O2)C=2C=C(C1=C(N(C(=N1)[C@H]1COCC1)C(C)C)C2)F